(E)-3-morpholino-3-oxoprop-1-en O1CCN(CC1)C(C=C)=O